1,6-Diiodooctane ICCCCCC(CC)I